5-(8-(4-Chlorophenyl)-2-imino-3-methyl-2,3-dihydro-1H-imidazo[4,5-c]quinolin-1-yl)-2-(2,6-dimethylmorpholino)-4-methylbenzonitrile ClC1=CC=C(C=C1)C1=CC=2C3=C(C=NC2C=C1)N(C(N3C=3C(=CC(=C(C#N)C3)N3CC(OC(C3)C)C)C)=N)C